O1CC(C1)N1C(C1)C(=O)O 1-(oxetan-3-yl)aziridine-2-carboxylic acid